Methyl 1-(2,6-difluorophenyl)-1H-1,2,3-triazole-4-carboxylate FC1=C(C(=CC=C1)F)N1N=NC(=C1)C(=O)OC